CP(=O)(C)C1=C2C=CNC2=CC(=C1OC=1C=CC(=C(C#N)C1)F)F 5-((4-(Dimethylphosphoryl)-6-fluoro-1H-indol-5-yl)oxy)-2-fluorobenzonitrile